C(C)(C)(C)OC(=O)N1[C@H](CCCC1)C(=O)O (2R)-1-[(tert-Butoxy)carbonyl]piperidine-2-carboxylic acid